FC1=C(C(=CC=C1[N+](=O)[O-])F)COC1=CC=2N(N=C1)C=NC2C 3-[(2,6-difluoro-3-nitrophenyl)methoxy]-5-methylimidazo[1,5-b]pyridazine